7-((diethoxyphosphoryl)difluoromethyl)quinoline-2-carboxylic acid 4-nitrophenyl ester [N+](=O)([O-])C1=CC=C(C=C1)OC(=O)C1=NC2=CC(=CC=C2C=C1)C(F)(F)P(=O)(OCC)OCC